Cl.N[C@@H]1C[C@H](C1)CO (trans-3-aminocyclobutyl)methanol hydrogen chloride